N(N)C1=C(C(=O)O)C=C(C(C1NN)(C(=O)O)NN)NN 2,3,4,5-tetrahydrazinoterephthalic acid